NC1=NC=C2N(C(N(C2=N1)[C@@H]1O[C@@H]([C@H]([C@H]1O)F)CO)=O)CC=O 2-(2-Amino-9-((2R,3S,4S,5R)-4-fluoro-3-hydroxy-5-(hydroxymethyl)tetrahydrofuran-2-yl)-8-oxo-8,9-dihydro-7H-purin-7-yl)acetaldehyd